2-cyanoethyl-((2R,3R,4R,5R)-5-(2,4-dioxo-3,4-dihydropyrimidin-1(2H)-yl)-2-(((1,3-dioxoisoindolin-2-yl)oxy)methyl)-4-methoxytetrahydrofuran-3-yl) diisopropylphosphoramidite C(C)(C)N(P(O[C@H]1[C@](O[C@H]([C@@H]1OC)N1C(NC(C=C1)=O)=O)(CON1C(C2=CC=CC=C2C1=O)=O)CCC#N)[O-])C(C)C